[6-(1H-pyrazol-4-yl)-3,6-dihydro-2H-pyran-4-yl] trifluoromethanesulfonate FC(S(=O)(=O)OC=1CCOC(C1)C=1C=NNC1)(F)F